[Si](C)(C)(C(C)(C)C)OCC1=C(OC=2C=CC(=NC2)NC(C(C)N2C[C@@H](C(CC2)(F)F)C2=CC=[N+](C=C2)[O-])=O)C=CC(=C1)F 4-((3S)-1-(1-((5-(2-(((tert-butyldimethylsilyl)oxy)methyl)-4-fluorophenoxy)pyridin-2-yl)amino)-1-oxopropan-2-yl)-4,4-difluoropiperidin-3-yl)pyridine 1-oxide